C(#N)C1=C(C=CC(=C1)C(F)(F)F)N1CCC(CC1)(C(=O)N[C@@H]1CN(CC1)C)C=1C=NC(=C(C1)F)C1=C(C=CC=C1)OCC 1-[2-cyano-4-(trifluoromethyl)phenyl]-4-[6-(2-ethoxyphenyl)-5-fluoropyridin-3-yl]-N-[(3S)-1-methylpyrrolidin-3-yl]piperidine-4-carboxamide